propylene Imine CC1CN1